7-cyclopropyl-2-ethyl-1,4-oxazepane, Hydrochloride Cl.C1(CC1)C1CCNCC(O1)CC